FC(CCC1N(S(C2=C(N(C1)C1=CC=C(C=C1)F)C=C(C(=C2)OCC(C)(C=2N=NNN2)C)C(F)(F)F)(=O)=O)C)(C)F 3-(3,3-difluorobutyl)-5-(4-fluorophenyl)-2-methyl-8-(2-methyl-2-(2H-tetrazol-5-yl)propoxy)-7-(trifluoromethyl)-2,3,4,5-tetrahydrobenzo[f][1,2,5]thiadiazepine 1,1-dioxide